tert-Butyl 2-ethynyl-1H-benzo[d]imidazole-1-carboxylate C(#C)C1=NC2=C(N1C(=O)OC(C)(C)C)C=CC=C2